C(#N)C1=CC=C(C=C1)NC=1N=C(C2=C(CCN(CC2)CCN2CCOCC2)N1)OC1=C(C=C(C#N)C=C1C)C 4-((2-((4-cyanophenyl)amino)-7-(2-morpholinoEthyl)-6,7,8,9-tetrahydro-5H-pyrimido[4,5-d]azepine-4-yl)oxy)-3,5-dimethylbenzonitrile